FC1=C(C(=CC=C1)OC=1C(=NC2=C(C=CC=C2C1)F)C)C(C)C 2-[2-fluoro-6-[(8-fluoro-2-methyl-3-quinolyl)oxy]-phenyl]propan